tert-butyldimethyl-([9-(tetramethyl-1,3,2-dioxaborolan-2-yl)spiro[4.5]dec-8-en-6-yl]oxy)silane C(C)(C)(C)[Si](OC1C2(CCCC2)CC(=CC1)B1OC(C(O1)(C)C)(C)C)(C)C